S(=O)(=O)(N1N=CN=C1)N1N=CN=C1 1,1'-sulfonylbis(1,2,4-triazole)